FC=1C=C(C=C(C1)F)S 3,5-difluorobenzenethiol